n-tridecyl sulfide C(CCCCCCCCCCCC)SCCCCCCCCCCCCC